C(#N)C1=CC=2N(N=C1)C(=CC2)C(=O)NC2=CC1=CN(N=C1C=C2C(C)(C)O)C21CC(C2)(C1)N1CCN(CC1)C(=O)OC(C)(C)C tert-butyl 4-(3-(5-(3-cyanopyrrolo[1,2-b]pyridazine-7-carboxamido)-6-(2-hydroxypropan-2-yl)-2H-indazol-2-yl)bicyclo[1.1.1]pentan-1-yl)piperazine-1-carboxylate